O1C2=C(OCC1)C(=CC=C2)NC2=NC=1N(C(=C2)NC([2H])([2H])[2H])N=CC1NC(=O)N[C@H]1[C@H](C1)F 1-(5-((2,3-dihydrobenzo[b][1,4]dioxin-5-yl)amino)-7-((methyl-d3)amino)pyrazolo[1,5-a]pyrimidin-3-yl)-3-((1R,2S)-2-fluorocyclopropyl)urea